C(C=C)(=O)N1C[C@@H](N(C[C@H]1C)C1=C(C(N(C2=NC(=C(C=C12)Cl)C1=C(C=CC=C1)F)C=1C(=NC=CC1C)C(C)C)=O)C#N)C 4-((2S,5R)-4-acryloyl-2,5-dimethylpiperazin-1-yl)-6-chloro-7-(2-fluorophenyl)-1-(2-isopropyl-4-methylpyridin-3-yl)-2-oxo-1,2-dihydro-1,8-naphthyridine-3-carbonitrile